N[C@@H]1[C@H](CCC[C@@H]1F)CC=1C=C2CN(C(C2=CC1)=O)C1C(NC(CC1)=O)=O |o1:1,2,6| 3-(5-(((1R,2R,3S)-rel-2-amino-3-fluorocyclohexyl)methyl)-1-oxoisoindolin-2-yl)piperidine-2,6-dione